ClC=1C=CC2=C(C[C@](O2)(C2=CC=CC=C2)C(C)NC(OC(C)(C)C)=O)C1B1OC(C(O1)(C)C)(C)C tert-butyl (1-((S)-5-chloro-2-phenyl-4-(4,4,5,5-tetramethyl-1,3,2-dioxaborolan-2-yl)-2,3-dihydrobenzofuran-2-yl)ethyl)carbamate